trans-4-amino-N-(5-chlorobenzo[d]thiazol-2-yl)cyclohexanecarboxamide 2,2,2-trifluoroacetate FC(C(=O)O)(F)F.N[C@@H]1CC[C@H](CC1)C(=O)NC=1SC2=C(N1)C=C(C=C2)Cl